itaconic acid potassium salt [K+].C(C(=C)CC(=O)[O-])(=O)[O-].[K+]